2,3-diisopentyl-succinic diisobutyl ester C(C(C)C)OC(C(C(C(=O)OCC(C)C)CCC(C)C)CCC(C)C)=O